(Z)-ethyl 3-methyl-N-propionylbenzimidate CC=1C=C(/C(/OCC)=N/C(CC)=O)C=CC1